(1-(4-chlorobenzyl)piperidin-3-yl)-2-methyl-3-(2-nitroethyl)pyrazolo[1,5-a]pyrimidine ClC1=CC=C(CN2CC(CCC2)C2=NC=3N(C=C2)N=C(C3CC[N+](=O)[O-])C)C=C1